C1=C2CC3N(C2=CC=C1)C=1C=CC=CC1C3 10a,11-Dihydro-10H-indolo[1,2-a]indole